FC=1C(=C2C(=NC1)NC(=C2)I)C2CCNCC2 4-{5-fluoro-2-iodo-1H-pyrrolo[2,3-b]pyridin-4-yl}piperidine